N-{5-[3-(2-Cyclopropylvinyl)-1H-7-azaindazol-5-yl]-2-methoxypyridin-3-yl}benzenesulfonamide tert-butyl-(1-((3-(bromomethyl)phenyl)sulfonyl)piperidin-4-yl)carbamate C(C)(C)(C)N(C(O)=O)C1CCN(CC1)S(=O)(=O)C1=CC(=CC=C1)CBr.C1(CC1)C=CC1=NNC2=NC=C(C=C12)C=1C=C(C(=NC1)OC)NS(=O)(=O)C1=CC=CC=C1